6-chloro-N-(4-(imidazo[1,2-a]pyridin-7-yloxy)-3-methylphenyl)pyrido[3,2-d]pyrimidin-4-amine ClC=1C=CC=2N=CN=C(C2N1)NC1=CC(=C(C=C1)OC1=CC=2N(C=C1)C=CN2)C